benzo[d][1,2]iodaoxol-3(1H)-one [IH]1OC(C2=C1C=CC=C2)=O